BrC1=C(C=C(C=C1N1C2=CC=C3C(=C2C=2C=C4C(=CC12)C=CC=C4)C=CC=C3)C=3C=NC=CC3)N3C4=CC=C1C(=C4C=4C=C2C(=CC34)C=CC=C2)C=CC=C1 7,7'-(2-bromo-5-(pyridin-3-yl)-1,3-phenylene)bis(7H-dibenzo[b,g]carbazole)